(R)-2-(benzyloxy)-N-(2-(1-(6-ethoxy-5-methoxypyridin-2-yl)-2-(methylsulfonyl)ethyl)-1,3-dioxoisoindolin-4-yl)acetamide diethyl-thiophene-3,4-dicarboxylate C(C)C1=C(C(=C(S1)CC)C(=O)O)C(=O)O.C(C1=CC=CC=C1)OCC(=O)NC1=C2C(N(C(C2=CC=C1)=O)[C@@H](CS(=O)(=O)C)C1=NC(=C(C=C1)OC)OCC)=O